ClC1=CC(=C(C=C1C)N(C(=O)[C@H]1NS(N(C1)C)(=O)=O)C)F (S)-N-(4-Chloro-2-fluoro-5-methylphenyl)-N,5-dimethyl-1,2,5-thiadiazolidine-3-carboxamide 1,1-dioxide